5-fluoroindolin-2-one FC=1C=C2CC(NC2=CC1)=O